C[Si](NC(C)(C)C)(C1(C(=C(C(=C1)C)C)C)C)CCCCCCOC(C)(C)C methyl-(6-(tert-butoxy)hexyl)(tetramethylcyclopentadienyl)tert-butylaminosilane